3-amino-1-(3-(2-hydroxy-2-propylpentyloxy)phenyl)propan-1-one NCCC(=O)C1=CC(=CC=C1)OCC(CCC)(CCC)O